ClC=1C=C2C=NC(=NC2=CC1C1CCN(CC1)[C@H]1COC[C@@H]1F)NC=1C=NN(C1C)C1CC1 |o1:17,21| (3S,4R) or (3R,4S)-6-chloro-N-(1-cyclopropyl-5-methyl-1H-pyrazol-4-yl)-7-[1-(4-fluorooxolan-3-yl)piperidin-4-yl]quinazolin-2-amine